N-(2-chloro-6-methylphenyl)-2-[6-[4-(2-hydroxyethyl)-1-piperazinyl]-2-methyl-4-pyrimidinyl]amino-5-thiazolecarboxamide monohydrate O.ClC1=C(C(=CC=C1)C)NC(=O)C1=CN=C(S1)NC1=NC(=NC(=C1)N1CCN(CC1)CCO)C